(2-(3-(trifluoromethyl)benzyloxy)phenyl)acrylamide FC(C=1C=C(COC2=C(C=CC=C2)C(C(=O)N)=C)C=CC1)(F)F